N1CC(OCC1)C(CC)S(=O)(=O)O (morpholine-2-yl)propanesulfonic acid